3-((1-(1-(2,6-dichlorophenyl)ethyl)-1H-pyrazol-4-yl)ethynyl)-5-(furan-2-yl)isoxazole ClC1=C(C(=CC=C1)Cl)C(C)N1N=CC(=C1)C#CC1=NOC(=C1)C=1OC=CC1